N-(2,2-dicyclopropyl-1-(5-((2-oxo-4-(trifluoro-methyl)imidazolidin-1-yl)methyl)benzo[d]oxazol-2-yl)ethyl)-3-ethylisoxazole-4-carboxamide C1(CC1)C(C(C=1OC2=C(N1)C=C(C=C2)CN2C(NC(C2)C(F)(F)F)=O)NC(=O)C=2C(=NOC2)CC)C2CC2